ClC1=C(C(=O)NC(C(=O)O)CCN(CCCCC2=NC=3NCCCC3C=C2)CCOC)C=CC=C1F 2-[(2-chloro-3-fluoro-benzoyl)amino]-4-[2-methoxyethyl-[4-(5,6,7,8-tetrahydro-1,8-naphthyridin-2-yl)butyl]amino]butanoic acid